2-((4-methyl-5-(3-(trifluoromethoxy)phenoxy)thiazol-2-yl)amino)-2-oxoethyl methylsulfamate CNS(OCC(=O)NC=1SC(=C(N1)C)OC1=CC(=CC=C1)OC(F)(F)F)(=O)=O